1-tert-butyl 2-methyl (2S,4S)-4-ethenylpyrrolidine-1,2-dicarboxylate C(=C)[C@@H]1C[C@H](N(C1)C(=O)OC(C)(C)C)C(=O)OC